C1(=CC=CC=C1)[B-](C1=CC=CC=C1)(C1=CC=CC=C1)C1=CC=CC=C1.CCCCC=CCCCC Dec-5-ene tetraphenyl-borate